5-(2-chlorobenzyl)-3-(((3-chloropyridin-4-yl)methyl)amino)-4H-benzo[e][1,2,4]thiadiazine 1,1-dioxide ClC1=C(CC2=CC=CC3=C2NC(=NS3(=O)=O)NCC3=C(C=NC=C3)Cl)C=CC=C1